N-(8-fluoro-6-oxo-1,2,3,4,5,6-hexahydrophenanthridin-1-yl)-N,4-dimethyl-1H-indole-2-carboxamide FC=1C=C2C(NC=3CCCC(C3C2=CC1)N(C(=O)C=1NC2=CC=CC(=C2C1)C)C)=O